(2S)-6-chloro-4-oxo-N-[(3R,6S)-6-{5-[cis-3-(trifluoromethoxy)cyclobutyl]-1,3,4-oxadiazol-2-yl}oxan-3-yl]-3,4-dihydro-2H-1-benzopyran-2-carboxamide ClC=1C=CC2=C(C(C[C@H](O2)C(=O)N[C@H]2CO[C@@H](CC2)C=2OC(=NN2)[C@@H]2C[C@@H](C2)OC(F)(F)F)=O)C1